Cl[Si](C)(C)CCCCCCCCCC chloro(decyl)dimethylsilane